7-(2,5-diphenyloxazol-4-yl)-3-ethyl-1,7-naphthyridin-8(7H)-one C1(=CC=CC=C1)C=1OC(=C(N1)N1C=CC=2C=C(C=NC2C1=O)CC)C1=CC=CC=C1